FC1(CC(C1)NC[C@H]1NC([C@H](SCC1)C1=CC=C(C=C1)OC1=CC=CC=C1)=O)F (2R,5S)-5-[[(3,3-difluorocyclobutyl)amino]methyl]-2-(4-phenoxyphenyl)-1,4-thiazepan-3-one